5-chloro-1'-{2-[(6-{[1-(hydroxymethyl)cyclopropyl]sulfonyl}pyridin-3-yl)oxy]ethyl}-1,2-dihydrospiro[indole-3,4'-piperidin]-2-one ClC=1C=C2C(=CC1)NC(C21CCN(CC1)CCOC=1C=NC(=CC1)S(=O)(=O)C1(CC1)CO)=O